1-methyl-2-butylpyrrolium chloride [Cl-].C[NH+]1C(=CC=C1)CCCC